BrC=1C(=C2CCCC2=CC1)CC(=O)N (5-bromoindan-4-yl)-acetamide